2-(2,6-dichlorophenyl)-5-[4-(1,1-dioxo-1,4-thiazine-4-carbonyl)-anilino]oxazole-4-carboxamide ClC1=C(C(=CC=C1)Cl)C=1OC(=C(N1)C(=O)N)NC1=CC=C(C=C1)C(=O)N1C=CS(C=C1)(=O)=O